C(C)(C)(C)P([C-]1C=CC=C1)C(C)(C)C.[C-]1(C=CC=C1)P(C(C)(C)C)C(C)(C)C.[Fe+2] 1,1'-bis(di-t-butyl-phosphino)ferrocene